4-{8-Amino-3-[(6'R,8a'S)-3'-oxohexahydro-5'H-spiro[cyclopropan-1,1'-indolizin]-6'-yl]imidazo[1,5-a]pyrazin-1-yl}-N-(4-cyclopropylpyridin-2-yl)-3-ethoxy-5-fluorobenzamid NC=1C=2N(C=CN1)C(=NC2C2=C(C=C(C(=O)NC1=NC=CC(=C1)C1CC1)C=C2F)OCC)[C@H]2CN1C(CC3([C@@H]1CC2)CC3)=O